(S)-3-(2',6'-difluorobiphenyl-3-yl)-3-((S)-4-methyl-2-(4-oxoquinazolin-3(4H)-yl)pentanamido)propanoic acid FC1=C(C(=CC=C1)F)C1=CC(=CC=C1)[C@H](CC(=O)O)NC([C@H](CC(C)C)N1C=NC2=CC=CC=C2C1=O)=O